2-(difluoromethoxy-3,4-difluoro-phenyl)-4,5-dimethyl-5-(trifluoromethyl)tetrahydrofuran-2-carboxamide FC(OC1=C(C=CC(=C1F)F)C1(OC(C(C1)C)(C(F)(F)F)C)C(=O)N)F